1-((3-(difluoromethyl)-1-methyl-1H-pyrazol-5-yl)oxy)propan-2-one-O-methyloxime CON=C(COC1=CC(=NN1C)C(F)F)C